FC(C(=O)O)(F)F.FC1(C2CC(CC12)NC1=CC=C2CCNCC2=C1)F N-(6,6-difluorobicyclo[3.1.0]hexan-3-yl)-1,2,3,4-tetrahydroisoquinolin-7-amine trifluoroacetic acid salt